5-fluoro-6-[2-({[3-fluoro-1-(3-fluoro(2-pyridyl))cyclobutyl]methyl}amino)pyrimidin-5-yl]pyridin-3-ol FC=1C=C(C=NC1C=1C=NC(=NC1)NCC1(CC(C1)F)C1=NC=CC=C1F)O